ClC1=C2C(CCOC2=C(C=C1)S(=O)(=O)Cl)NC(OC(C)(C)C)=O tert-butyl (5-chloro-8-(chlorosulfonyl)chroman-4-yl)carbamate